Carbonic acid 7-[4-(4-benzo[b]thiophen-4-ylpiperazin-1-yl)butoxy]-2-oxo-3,4-dihydro-2H-quinolin-1-ylmethyl ester benzyl ester C(C1=CC=CC=C1)OC(OCN1C(CCC2=CC=C(C=C12)OCCCCN1CCN(CC1)C1=CC=CC=2SC=CC21)=O)=O